1,4-DIISOCYANO-2-METHOXY-BENZENE [N+](#[C-])C1=C(C=C(C=C1)[N+]#[C-])OC